5-chloro-3-cyano-2-methyl-pyrazolo[1,5-a]pyrimidine-7-carboxylic acid ClC1=NC=2N(C(=C1)C(=O)O)N=C(C2C#N)C